OC=1C=C(C=CC1O)C=1OC2=C(C(C1O)=O)C(=CC(=C2)O)O 2-(3,4-Dihydroxyphenyl)-3,5,7-trihydroxy-4H-1-benzopyran-4-one